[4-(5-Amino-4-carbamoyl-1-isopropylpyrazol-3-yl)-3-chlorophenyl]acetic acid NC1=C(C(=NN1C(C)C)C1=C(C=C(C=C1)CC(=O)O)Cl)C(N)=O